C(C)(C)(C)OC(=O)N1CC2CCC(C1)N2C2=NNC1=C2C=NC(=C1)Cl.NC1=C(C=CC=C1)SCCSC1=C(C=CC=C1)N 1,2-bis(2-aminophenylthio)ethane Tert-butyl-8-(6-chloro-1H-pyrazolo[4,3-c]pyridin-3-yl)-3,8-diazabicyclo[3.2.1]octane-3-carboxylate